COC\C=C/COCCNC (Z)-2-((4-methoxybut-2-en-1-yl)oxy)-N-methylethan-1-amine